4-(6-((3-ethyloxetan-3-yl)methoxy)hexyloxyphenyl)-N4,N4'-bis(4-methoxyphenyl)biphenyl-4,4'-diamine C(C)C1(COC1)COCCCCCCOC1=C(C=CC=C1)C1(CC=C(C=C1)C1=CC=C(C=C1)NC1=CC=C(C=C1)OC)NC1=CC=C(C=C1)OC